(2R,3S)-2-((E)-3-(5-bromo-4-nitro-1H-benzo[d]imidazol-1-yl)prop-1-en-1-yl)piperidin-3-ol dihydrochloride Cl.Cl.BrC1=C(C2=C(N(C=N2)C/C=C/[C@H]2NCCC[C@@H]2O)C=C1)[N+](=O)[O-]